C1[C@@H]([C@H]([C@@H]([C@H]([C@@H]1O)O)O)O)N The molecule is an amino cyclitol that is scyllo-inosamine in which the 2-hydroxy group is substituted by hydrogen. It derives from a scyllo-inositol. It is a conjugate base of a 2-deoxy-scyllo-inosamine(1+).